tert-butyl 3-(5-[(5-chlorothiophen-2-yl)methyl]amino-1-(2-methoxybenzoyl)-1H-pyrazol-3-yl)piperidine-1-carboxylate ClC1=CC=C(S1)CNC1=CC(=NN1C(C1=C(C=CC=C1)OC)=O)C1CN(CCC1)C(=O)OC(C)(C)C